(R)-2-((3-chloro-5-methylbenzyl)amino)-1-(2,5-dimethoxyphenyl)ethan-1-ol tert-Butyl-(2R,4R)-2-(cyanomethyl)-4-hydroxypiperidine-1-carboxylate C(C)(C)(C)[C@@]1(N(CC[C@H](C1)O)C(=O)O[C@@H](CNCC1=CC(=CC(=C1)C)Cl)C1=C(C=CC(=C1)OC)OC)CC#N